C1(CC1)N(C=1C2=C(N=C(N1)C=1C(=NC=NC1OC)C1CC1)N=CC=C2)CC2=CC=C(C=C2)C=2N(C=C(N2)C(F)(F)F)C2COC2 N-cyclopropyl-2-(4-cyclopropyl-6-methoxypyrimidin-5-yl)-N-(4-(1-(oxetan-3-yl)-4-(trifluoromethyl)-1H-imidazol-2-yl)benzyl)pyrido[2,3-d]pyrimidin-4-amine